C(CC(C)C)C1=NC=NC=N1 4-Isopentyl-1,3,5-triazin